4-((2s,5r)-4-((4-chlorophenyl)(pyridin-2-yl)methyl)-5-ethyl-2-methylpiperazin-1-yl)-1-methyl-2-oxo-1,2-dihydropyrido[3,2-d]pyrimidine-6-carbonitrile ClC1=CC=C(C=C1)C(N1C[C@@H](N(C[C@H]1CC)C=1C2=C(N(C(N1)=O)C)C=CC(=N2)C#N)C)C2=NC=CC=C2